ClC=1C(=C(CNC(=O)C=2N=CN(C2)C2=NC(=NC=C2C)NC2=C(C=C(C=C2)F)Cl)C=CC1)CO N-(3-chloro-2-(hydroxymethyl)-benzyl)-1-(2-((2-chloro-4-fluoro-phenyl)amino)-5-methylpyrimidin-4-yl)-1H-imidazole-4-carboxamide